5-(6-methoxypyrimidin-4-yl)-2-(3-{3-[(propan-2-yl)amino]pyrrolidin-1-yl}-1,2,4-triazin-6-yl)phenol COC1=CC(=NC=N1)C=1C=CC(=C(C1)O)C1=CN=C(N=N1)N1CC(CC1)NC(C)C